6-Bromo-3-methylquinazolin-4-one BrC=1C=C2C(N(C=NC2=CC1)C)=O